ClC1=CC=2C3=C(N(C(N(C2N=C1)CC)=O)C1=C(C=C(C=C1F)NCCNC(OC(C)(C)C)=O)F)C=C(C=C3)C#N tert-butyl (2-((4-(2-chloro-9-cyano-5-ethyl-6-oxo-5,6-dihydro-7H-benzo[d]pyrido[3,2-f][1,3]diazepin-7-yl)-3,5-difluorophenyl)amino)ethyl)carbamate